6-chloro-N-(5-cyano-4-methoxy-pyrimidin-2-yl)-1H-indole-3-sulfonamide ClC1=CC=C2C(=CNC2=C1)S(=O)(=O)NC1=NC=C(C(=N1)OC)C#N